6,6'-Diphenyl-[1,1'-binaphthalene]-2,2'-diol C1(=CC=CC=C1)C1=CC2=CC=C(C(=C2C=C1)C=1C(=CC=C2C=C(C=CC12)C1=CC=CC=C1)O)O